2-[(1Z)-5-fluoro-2-methyl-1-[(4-methylnaphthalen-1-yl)methylidene]-1H-inden-3-yl]acetic acid FC=1C=C2C(=C(/C(/C2=CC1)=C/C1=CC=C(C2=CC=CC=C12)C)C)CC(=O)O